N-(2-((4-(2-((3-(1H-Imidazol-1-yl)benzyl)((1-methyl-1H-indazol-5-yl)methyl)amino)ethyl)phenyl)carbamoyl)-4,5-dimethoxyphenyl)-6-methyl-4-oxo-4H-chromene-3-carboxamide N1(C=NC=C1)C=1C=C(CN(CCC2=CC=C(C=C2)NC(=O)C2=C(C=C(C(=C2)OC)OC)NC(=O)C2=COC3=CC=C(C=C3C2=O)C)CC=2C=C3C=NN(C3=CC2)C)C=CC1